4-methyl-2-(3-(5,6,7,8-tetrahydronaphthalene-2-carboxamido)propionylamino)thiazole-5-carboxylic acid ethyl ester C(C)OC(=O)C1=C(N=C(S1)NC(CCNC(=O)C1=CC=2CCCCC2C=C1)=O)C